C1(CC1)NC(\C=C\C1=C(C=CC=C1)C(F)(F)F)=O (E)-N-cyclopropyl-3-(2-trifluoromethylphenyl)acrylamide